ClC1=C2C(=C(N=C1)OC)N(C(=C2)CN2CCCCC2)COCC[Si](C)(C)C 4-chloro-7-methoxy-2-[(piperidin-1-yl)methyl]-1-{[2-(trimethylsilyl)ethoxy]methyl}-1H-pyrrolo[2,3-c]pyridine